4,7-dibromo-5,6-didodecyloxy-benzothiadiazole BrC1=C(C(=C(C2=C1N=NS2)Br)OCCCCCCCCCCCC)OCCCCCCCCCCCC